O[C@@H](CN1C(NC2=NC=C(C=C21)C=2C=C(C=CC2)C)=O)CC |r| (R/S)-1-(2-Hydroxybutyl)-6-(m-tolyl)-3H-imidazo[4,5-b]pyridin-2-on